C(C)NC(=O)N1N=CC=C1 N-ethyl-1H-pyrazole-1-carboxamide